rac-(2R,4R)-6-chloro-4-hydroxy-N-(4-{5-[(1s,3S)-3-(trifluoromethoxy)cyclobutyl]-1,3,4-oxadiazol-2-yl}bicyclo[2.1.1]hexan-1-yl)-3,4-dihydro-2H-1-benzopyran-2-carboxamide ClC=1C=CC2=C([C@@H](C[C@@H](O2)C(=O)NC23CCC(C2)(C3)C=3OC(=NN3)C3CC(C3)OC(F)(F)F)O)C1 |r|